C1N(CCC2=CC=CC=C12)C1C(CNCC1)O 4-(3,4-dihydroisoquinolin-2(1H)-yl)-3-hydroxypiperidine